2-((2-(Azetidin-1-ylmethyl)benzyl)(tert-butoxycarbonyl)amino)acetic acid methyl ester COC(CN(C(=O)OC(C)(C)C)CC1=C(C=CC=C1)CN1CCC1)=O